FC1=C(C=C(C=C1)OC)C(=O)N1CCC2(C(N3[C@H](O2)CC[C@H]3C3=CC(=CC=C3)F)=O)CC1 (5'S,7a'R)-1-(2-fluoro-5-methoxybenzene-1-carbonyl)-5'-(3-fluoro-phenyl)tetrahydro-3'H-spiro[piperidine-4,2'-pyrrolo[2,1-b][1,3]oxazol]-3'-one